ClC1=CC=C(C=C1)C=1C=C(C(N(N1)C=1C=NC=CC1)=O)C(=O)N[C@@H]1[C@H](CCC1)O 6-(4-chlorophenyl)N-[(1S,2S)-2-hydroxycyclopentyl]-3-oxo-2-(pyridin-3-yl)-2,3-dihydropyridazine-4-carboxamide